N-(3-((6-amino-5-chloropyridin-3-yl)ethynyl)-4-methylphenyl)-4-((4-methylpiperazin-1-yl)methyl)-3-(trifluoromethyl)benzamide NC1=C(C=C(C=N1)C#CC=1C=C(C=CC1C)NC(C1=CC(=C(C=C1)CN1CCN(CC1)C)C(F)(F)F)=O)Cl